C1(CCCCC1)C1=NC(=CC2=C1N=CN(C2=O)C(CO)C)C2=NC=C(C=C2)C(F)(F)F 8-cyclohexyl-3-(1-hydroxy-propan-2-yl)-6-(5-(trifluoromethyl)pyridin-2-yl)pyrido[3,4-d]pyrimidin-4(3H)-one